F[P-](F)(F)(F)(F)F.C1(=CC=CC=C1)[S+](C1=CC=CC=C1)C1=CC=CC=C1 triphenyl-sulfonium hexafluorophosphate